6-bromo-3-chloro-4-((3-methylpyridin-2-yl)(tetrahydro-2H-pyran-4-yl)methyl)-4H-thieno[2',3':4,5]pyrrolo[3,2-b]pyridine-2-carboxylic acid methyl ester COC(=O)C1=C(C2=C(C3=NC=C(C=C3N2C(C2CCOCC2)C2=NC=CC=C2C)Br)S1)Cl